tricyclo[5.2.1.02,6]decene hydroxide [OH-].C12=C3CCCC3C(CC1)C2